[1,4]dioxine-2-carbonitrile O1C(=COC=C1)C#N